4-methyl-2H-chromen-6-ol CC1=CCOC2=CC=C(C=C12)O